CC1=CC(=CN2C1=NC(=CC2=O)C=2C=C1C=NN(C1=CC2)C)C2CCN(CC2)C 9-methyl-2-(1-methyl-1H-indazol-5-yl)-7-(1-methylpiperidin-4-yl)-4H-pyrido[1,2-a]pyrimidin-4-one